N-1-butyl-N'-tetradecyl-amino-propionamidine C(CCC)NC(C(C)N)=NCCCCCCCCCCCCCC